N-(cyanomethyl)-4-(2-(4-(4-(pyrrolidin-1-yl)piperidine-1-carbonyl)phenyl-amino)pyrimidin-4-yl)benzamide C(#N)CNC(C1=CC=C(C=C1)C1=NC(=NC=C1)NC1=CC=C(C=C1)C(=O)N1CCC(CC1)N1CCCC1)=O